4-(azetidin-3-ylmethyl)-2-methylpyridine N1CC(C1)CC1=CC(=NC=C1)C